(S)-(5-fluoro-1'-(3-iodo-1-((2-(trimethylsilyl)ethoxy)methyl)-1H-pyrazolo[3,4-b]Pyrazin-6-yl)-1,3-dihydro-spiro[indene-2,4'-piperidine]-1-yl)carbamic acid tert-butyl ester C(C)(C)(C)OC(N[C@@H]1C2=CC=C(C=C2CC12CCN(CC2)C2=CN=C1C(=N2)N(N=C1I)COCC[Si](C)(C)C)F)=O